methyl((1-((2-(3,5-dichlorophenyl)-6-((2-(4-(3-(methylsulfonyl) propyl)piperazin-1-yl)pyrimidin-5-yl)oxy) pyridin-4-yl)methyl) piperidin-4-yl)methyl) carbamate C(N)(OC(C1CCN(CC1)CC1=CC(=NC(=C1)OC=1C=NC(=NC1)N1CCN(CC1)CCCS(=O)(=O)C)C1=CC(=CC(=C1)Cl)Cl)C)=O